CC=1N(N=C2C1N=CC=C2)C2COC2 3-methyl-2-(oxetan-3-yl)-2H-pyrazolo[4,3-b]Pyridine